3-((5-amino-6-methylpyrazin-2-yl)ethynyl)-4-methyl-N-(4-((4-methylpiperazin-1-yl)methyl)-3-(trifluoromethyl)phenyl)benzamide NC=1N=CC(=NC1C)C#CC=1C=C(C(=O)NC2=CC(=C(C=C2)CN2CCN(CC2)C)C(F)(F)F)C=CC1C